FC=1C(=C(C=O)C=CN1)F 2,3-DIFLUOROISONICOTINALDEHYDE